4-butyl-1-(2,4-difluorophenyl)-N-(2-ethoxyethyl)-3-(4-fluorophenyl)-5-methyl-4,5-dihydro-1H-pyrazole-5-carboxamide C(CCC)C1C(=NN(C1(C(=O)NCCOCC)C)C1=C(C=C(C=C1)F)F)C1=CC=C(C=C1)F